1-Isobutyl-6-(4-nitro-1-((2-(trimethylsilyl)ethoxy)methyl)-1H-pyrazol-3-yl)-1H-[1,2,3]triazolo[4,5-c]pyridine C(C(C)C)N1N=NC=2C=NC(=CC21)C2=NN(C=C2[N+](=O)[O-])COCC[Si](C)(C)C